(2S)-2-amino-6,7-dihydroxyheptanoic acid N[C@H](C(=O)O)CCCC(CO)O